tert-butyl 6-[4-(trifluoromethylsulfonimidoyl) phenoxy]-2-azaspiro[3.3]heptane-2-carboxylate FC(S(=O)(=N)C1=CC=C(OC2CC3(CN(C3)C(=O)OC(C)(C)C)C2)C=C1)(F)F